BrC1=C(C=C(C=C1)[C@@H]1CN2[C@H](CO1)CN(CC2)C(=O)C2=C(C(=CC=C2)OC)Cl)Cl [(3R,9aS)-3-(4-bromo-3-chloro-phenyl)-3,4,6,7,9,9a-hexahydro-1H-pyrazino[2,1-c][1,4]oxazin-8-yl]-(2-chloro-3-methoxyphenyl)methanone